ClC=1C(=C(C=CC1F)NCC1CC(CC1)C(F)(F)F)F (3-chloro-2,4-difluorophenyl)(3-(trifluoromethyl)cyclopentyl)methylamine